C1(=CC=CC=C1)/C(/C(=O)OCC)=C\C(=O)OCCCC (E)-4-Butyl 1-ethyl 2-phenylfumarate